ClC1=CC=C(S1)CNC1=CC(=NN1C(C(C)(C)C)=O)C1(CCN(CC1)C(=O)OC(C)(C)C)C tert-butyl 4-(5-[(5-chlorothiophen-2-yl)methyl]amino-1-(2,2-dimethylpropanoyl)-1H-pyrazol-3-yl)-4-methylpiperidine-1-carboxylate